ClC1=C(C(=CC2=C(C=C(C=C12)Cl)Cl)Cl)Cl 1,2,3,5,7-pentachloronaphthalene